3-benzyl-5-(4-(4-hydroxyphenyl)-1-methyl-1H-1,2,3-triazol-5-yl)oxazolidin-2-one C(C1=CC=CC=C1)N1C(OC(C1)C1=C(N=NN1C)C1=CC=C(C=C1)O)=O